CC=1N=CSC1C1=CC=C(C=C1)[C@H](C)NC(OC(C)(C)C)=O t-butyl {(1S)-1-[4-(4-methyl-1,3-thiazol-5-yl)phenyl]ethyl}carbamate